NC1=CC=CC=2C3=CC=CC=C3NC12 azanyl-carbazole